C1(=CC=C(C=C1)C=1OC2=C(N1)C=CC=C2)C=2OC1=C(N2)C=CC=C1 p-phenylenebenzbisoxazole